C[Si](CCOCN1N=CC=C1)(C)C trimethyl-[2-(pyrazol-1-ylmethoxy)ethyl]Silane